2-(3,5-dimethylisoxazol-4-yl)ethanol CC1=NOC(=C1CCO)C